FC=1C=CC(=C(C1)NC=1C=NC=2CCN(CC2C1)C=1C(=CC=2N(N1)C(C=CN2)=O)C)C 7-(3-((5-fluoro-2-methylphenyl)amino)-7,8-dihydro-1,6-naphthyridin-6(5H)-yl)-8-methyl-4H-pyrimido[1,2-b]pyridazin-4-one